O=C1NC=C(C=C1C(=O)N)CN1CCCCC1 2-oxo-5-(piperidin-1-ylmethyl)-1,2-dihydropyridine-3-carboxamide